3-(4-Methylpiperidin-1-yl)-N-(3-(((7-(pyridin-4-yl)-2,3-dihydrofuro[3,2-c]pyridin-4-yl)amino)methyl)phenyl)propanamid CC1CCN(CC1)CCC(=O)NC1=CC(=CC=C1)CNC1=NC=C(C2=C1CCO2)C2=CC=NC=C2